3-oxo-2,6,9,12-tetraoxapentadecan-15-oic acid O=C(OC)CCOCCOCCOCCC(=O)O